[[6-[(2,5-dichloropyrimidin-4-yl)amino]-1-methyl-2-oxo-3-quinolyl]oxy]-N-methyl-acetamide ClC1=NC=C(C(=N1)NC=1C=C2C=C(C(N(C2=CC1)C)=O)OCC(=O)NC)Cl